CC1(OC2=CC(=C3C(=C2C2=C1C=CC(=C2)C)OCOC3=O)CCCCC)C 8,8,11-trimethyl-5-pentyl-4H,8H-benzo[c][1,3]dioxino[4,5-f]chromen-4-one